N-[3-[2-(difluoromethoxy)-5-isopropylsulfanyl-phenyl]-1-[2-oxo-2-[4-(1-oxo-1,4-thiazinan-4-yl)-1-piperidyl]ethyl]pyrazol-4-yl]pyrazolo[1,5-a]pyrimidine-3-carboxamide FC(OC1=C(C=C(C=C1)SC(C)C)C1=NN(C=C1NC(=O)C=1C=NN2C1N=CC=C2)CC(N2CCC(CC2)N2CCS(CC2)=O)=O)F